N(C1=CC=CC=C1)C1=NC(=NC(=N1)N(CCO)CCO)NC1=CC=C(C=C1)C=CC1=CC=C(C=C1)NC1=NC(=NC(=N1)NC1=CC=CC=C1)N(CCO)CCO 4,4'-Bis[(4-anilino-6-[bis(2-hydroxyethyl)amino]-1,3,5-triazin-2-yl)amino]stilben